CC([C@@H](C(=O)N1[C@@H]([C@H]2C([C@H]2C1)(C)C)C(=O)O)NC(CC1COC1)=O)(C)C (1R,2S,5S)-3-((S)-3,3-dimethyl-2-(2-(oxetan-3-yl)acetamido)butanoyl)-6,6-dimethyl-3-azabicyclo[3.1.0]hexane-2-carboxylic acid